3-(methacrylamido)propyldimethyl-(3-sulfopropyl)ammonium tert-butyl-3-(6-nitro-3-pyridinyl)-3,8-diazabicyclo[3.2.1]octane-8-carboxylate C(C)(C)(C)OC(=O)N1C2CN(CC1CC2)C=2C=NC(=CC2)[N+](=O)[O-].C(C(=C)C)(=O)NCCC[N+](CCCS(=O)(=O)O)(C)C